(1-(hydroxymethyl)cyclopropyl)(methyl-d3)carbamic acid tert-butyl ester C(C)(C)(C)OC(N(C([2H])([2H])[2H])C1(CC1)CO)=O